FC1=C(C=CC=C1F)CN1C(CCC1=O)CC(=O)O 2-[1-[(2,3-difluorophenyl)methyl]-5-oxopyrrolidin-2-yl]acetic acid